4-(2-methoxyphenoxy)benzaldehyde COC1=C(OC2=CC=C(C=O)C=C2)C=CC=C1